CC1=CC=C(C(=O)OOC(C2=CC=C(C=C2)C)=O)C=C1 bis-(4-methylbenzoyl) peroxide